N-(3-fluoro-2'-hydroxy-3''-methyl-[1,1':3',1''-terphenyl]-4-yl)acetamide FC=1C=C(C=CC1NC(C)=O)C1=C(C(=CC=C1)C1=CC(=CC=C1)C)O